C(C)OC(=O)C=1N=C(SC1)NCCCC(=O)OC(C)(C)C 2-{[4-(tert-butoxy)-4-oxobutyl]amino}-1,3-thiazole-4-carboxylic acid ethyl ester